phenyl-2,4,6-trimethyl-benzoyl-lithium phosphite P(O)(O)O.C1(=CC=CC=C1)C=1C(=C(C(=O)[Li])C(=CC1C)C)C